tert-butyl (R)-(4-(6-(6-(2-(ethyl(isopropyl) carbamoyl)-4-fluorophenoxy)-1,2,4-triazin-5-yl)-2,6-diazaspiro[3.4]octan-2-yl)-5-methylhexyl)carbamate C(C)N(C(=O)C1=C(OC2=C(N=CN=N2)N2CC3(CN(C3)[C@H](CCCNC(OC(C)(C)C)=O)C(C)C)CC2)C=CC(=C1)F)C(C)C